C(C)(C)(C)OC(=O)N1C(CCCC1)CC#N 2-(cyano-methyl)piperidine-1-carboxylic acid tert-butyl ester